ClC1=CC=C(CCN[C@H](C(=O)C=2N=C(N3C2C=CC=C3)C)C3=CC=CC=C3)C=C1 |r| (S)- and (R)-2-((4-chlorophenethyl)amino)-1-(3-methylimidazo[1,5-a]pyridin-1-yl)-2-phenylethan-1-one